C1(CC1)N1C(=NN=C1)C1=CC=CC(=N1)NC(=O)C1=NNC2=CC=C(C=C12)C=1C=NN(C1)C(C)C N-(6-(4-cyclopropyl-4H-1,2,4-triazol-3-yl)pyridin-2-yl)-5-(1-isopropyl-1H-pyrazol-4-yl)-1H-indazole-3-carboxamide